C(C)(=O)OC(C(=O)OC(C(CCSC)OC(C)=O)=O)CCSC 2-acetoxy-4-(methylthio)butanoic anhydride